ClC=1C(N(C=CC1)C=1C=NC(=CC1)N[C@@H]1C[C@H](CC1)NC1=NC=C(N=C1)C)=O 3-Chloro-6'-(((1S,3S)-3-((5-methylpyrazin-2-yl)amino)cyclopentyl)amino)-2H-[1,3'-bipyridin]-2-one